C(C=C)NC=1C2=C(N=C(N1)NC1=C(C=C(C=C1)S(=O)(=O)N1CCC(CC1)N1CCOCC1)OC)NC=C2C#N 4-(allylamino)-2-((2-methoxy-4-((4-morpholino-piperidin-1-yl)sulfonyl)phenyl)amino)-7H-pyrrolo[2,3-d]pyrimidine-5-carbonitrile